1,2-bis(4-hydroxybutyl)pyridinium OCCCC[N+]1=C(C=CC=C1)CCCCO